Magnesium-zinc magnesium [Mg].[Zn].[Mg]